1-benzyl-4-(4-methoxyphenyl)-4-methyl-piperidine C(C1=CC=CC=C1)N1CCC(CC1)(C)C1=CC=C(C=C1)OC